BrC1=CC(=CC(=N1)N[C@@H]1CC(CCC1)C(=O)OC(C)(C)C)CN1CCOCC1 tert-Butyl (3S)-3-((6-bromo-4-(morpholinomethyl)pyridin-2-yl)amino)cyclohexane-1-carboxylate